C1(=CC=CC=C1)C=1C(=C(C(=C(C(=O)N)C1C)C)C1=CC=CC=C1)C diphenyl-(2,4,6-trimethylbenzamide)